C[C@H]1N(CCOC1)C1=NC2=C(N=CC=C2C(=C1)C1=C2C(=NC=C1)NC=C2)C2=CC=NN2 2-[(3R)-3-methylmorpholin-4-yl]-8-(1H-pyrazol-5-yl)-4-(1H-pyrrolo[2,3-b]pyridin-4-yl)-1,7-naphthyridine